(1S,2S)-2-ALLYLCYCLOHEXYL METHANESULFONATE CS(=O)(=O)O[C@@H]1[C@@H](CCCC1)CC=C